CC(CCC1C(CC(CC1=O)(C)C)=O)C 2-(3-methylbutyl)-5,5-dimethyl-1,3-cyclohexanedione